Sodium (3-(2,5-dihydrofuran-3-yl) phenyl) methanesulfonate CS(=O)(=O)OC1=CC(=CC=C1)C=1COCC1.[Na]